3,4-dihydro-7-methyl-2H-1,5-benzoxazol-3-one CC=1C=NCC2C(COC21)=O